8-(4-(2-(dimethylamino)ethoxy)-2-fluorophenyl)-N-(4-(piperazin-1-yl)phenyl)quinazolin-2-amine CN(CCOC1=CC(=C(C=C1)C=1C=CC=C2C=NC(=NC12)NC1=CC=C(C=C1)N1CCNCC1)F)C